C(C)(C)[O-] i-propanolate